ICC1OC(OC1C(C)C)=O 4-iodomethyl-5-isopropyl-1,3-dioxolane-2-one